NC1=C(C=NC(=C1)Cl)C=O 4-Amino-6-chloro-3-pyridinecarboxaldehyde